FC(C1=CC=C(C=C1)C1=CC=CC=C1)F 4'-(difluoromethyl)-[1,1'-biphenyl]